4-[6-methyl-4-(4,4,5,5-tetramethyl-1,3,2-dioxaborolan-2-yl)-2-pyridyl]morpholine CC1=CC(=CC(=N1)N1CCOCC1)B1OC(C(O1)(C)C)(C)C